CN(C1=CC=C(C=C1)C=CC=CCCCC)C 8-(4-dimethylaminophenyl)octa-5,7-diene